FC=1C=C(C=CC1F)C=1C=C(NC1)C(=O)C1=CC(=C(C(=C1)OC)OC)OC [4-(3,4-difluorophenyl)-1H-pyrrol-2-yl](3,4,5-trimethoxyphenyl)methanone